C(C)(C)(C)OC(=O)N1CCC(=CC1)C=1C=C2C(=NC(=NC2=CC1)C)O 4-(4-hydroxy-2-methyl-quinazolin-6-yl)-3,6-dihydropyridine-1(2H)-carboxylic acid tert-butyl ester